CONCC=1C=CC2=C(CC3(CCN(CC3)C)O2)C1 O-methyl-N-((1'-methyl-3H-spiro[benzofuran-2,4'-piperidin]-5-yl)methyl)hydroxylamine